5-(3-((4-(4-amino-3-(4-phenoxyphenyl)-1H-pyrazolo(3,4-d)pyrimidin-1-yl)-(1,4'-bipiperidin)-1'-yl)methyl)azetidin-1-yl)-2-(2,6-dioxopiperidin-3-yl)isoindoline-1,3-dione NC1=C2C(=NC=N1)N(N=C2C2=CC=C(C=C2)OC2=CC=CC=C2)C2CCN(CC2)C2CCN(CC2)CC2CN(C2)C=2C=C1C(N(C(C1=CC2)=O)C2C(NC(CC2)=O)=O)=O